4-(4-chloro-2-(4-methyl-4H-1,2,4-triazol-3-yl)phenyl)pyridinecarbaldehyde ClC1=CC(=C(C=C1)C1=CC(=NC=C1)C=O)C1=NN=CN1C